N-((1R,5S)-3,3-difluoro-5-(2-(2-(2-hydroxyethoxy)phenyl)-6-(1H-1,2,4-triazol-3-yl)-1H-benzo[d]imidazol-1-yl)cyclohexyl)-4-fluoropicolinamide FC1(C[C@@H](C[C@@H](C1)N1C(=NC2=C1C=C(C=C2)C2=NNC=N2)C2=C(C=CC=C2)OCCO)NC(C2=NC=CC(=C2)F)=O)F